2-[(4-methoxyphenyl)methyl]-4-methyl-1,2,4-triazine-3,5-dione COC1=CC=C(C=C1)CN1N=CC(N(C1=O)C)=O